[Na+].[Na+].C=1(C(=CC=CC1)S(=O)(=O)[O-])S(=O)(=O)[O-] benzenedisulfonic acid disodium salt